OC=1C=C(C=C2N=C(C(N(C12)C)=O)C)N1CCOCC1 8-hydroxy-1,3-dimethyl-6-morpholino-quinoxalin-2-one